[N+](=O)([O-])C1=CC(=NC=C1)[C@H]([C@@H](C)O)O |r| rac-{1R,2R}-1-(4-nitro-2-pyridyl)propane-1,2-diol